2-methylimidazo[1,2-b]pyridazine hydrochloride Cl.CC=1N=C2N(N=CC=C2)C1